tert-Butyl 3-((benzyloxy)methyl)azetidine-1-carboxylate C(C1=CC=CC=C1)OCC1CN(C1)C(=O)OC(C)(C)C